2-(3-isopropyl-2-(2-methylpyridin-4-yl)-1H-indol-5-yl)-5-(pyridin-3-ylmethyl)-1,3,4-oxadiazole C(C)(C)C1=C(NC2=CC=C(C=C12)C=1OC(=NN1)CC=1C=NC=CC1)C1=CC(=NC=C1)C